2,9-Diphenylacridine C1(=CC=CC=C1)C1=CC2=C(C3=CC=CC=C3N=C2C=C1)C1=CC=CC=C1